(4-pyridyl)isoxazole-3-carboxamide N1=CC=C(C=C1)C=1C(=NOC1)C(=O)N